N-(1-(1-(cyclopropylmethyl)-1H-benzo[d]imidazol-2-yl)piperidin-4-yl)-7-(3-fluorophenyl)thieno[3,2-d]pyrimidin-4-amine C1(CC1)CN1C(=NC2=C1C=CC=C2)N2CCC(CC2)NC=2C1=C(N=CN2)C(=CS1)C1=CC(=CC=C1)F